3,4,6-trichloro-5-(2-fluoro-phenoxy)-phthalonitrile ClC1=C(C(C#N)=C(C(=C1Cl)OC1=C(C=CC=C1)F)Cl)C#N